BrC1=CN=C(C(=C1C(=O)[O-])F)Cl 5-bromo-2-chloro-3-fluoroisonicotinate